5-isopropyl-1,2,3,4-tetrahydroquinolin-8-ol C(C)(C)C1=C2CCCNC2=C(C=C1)O